OC=1C(=CC(=C2C=CC=NC12)[N+](=O)[O-])C(NC(CCCC)=O)C=1C=CC=C2C=CC=NC12 N-[(8-hydroxy-5-nitroquinolin-7-yl)(quinolin-8-yl)methyl]pentanamide